CS(=O)(=O)CCCO[C@@H]1CC[C@H](CC1)NC(OC(C)(C)C)=O tert-Butyl (trans-4-(3-(methylsulfonyl)propoxy)cyclohexyl)carbamate